3-(AZIRIDINE-1-CARBONYL)PHENYLBORONIC ACID N1(CC1)C(=O)C=1C=C(C=CC1)B(O)O